3-(4-bromoanilino)-1-[(4-methoxyphenyl)methyl]piperidine-2,6-dione BrC1=CC=C(NC2C(N(C(CC2)=O)CC2=CC=C(C=C2)OC)=O)C=C1